CN1C(=NC=C1C(=O)N)N1NN=CC=C1 3-methyl-(triazin-1-yl)imidazole-4-carboxamide